2-(3'-chloro-[1,1'-biphenyl]-4-yl)-3,4,5-triphenylfuran ClC=1C=C(C=CC1)C1=CC=C(C=C1)C=1OC(=C(C1C1=CC=CC=C1)C1=CC=CC=C1)C1=CC=CC=C1